tris((2,6-dimethylhept-4-yl)oxy)(2-ethylphenyl)silane CC(C)CC(CC(C)C)O[Si](C1=C(C=CC=C1)CC)(OC(CC(C)C)CC(C)C)OC(CC(C)C)CC(C)C